FC1=CC=C(CC=2C=NN(C2)C(=O)N[C@@H]2C(N(C3=C(OC2)C=CC(=C3)C#CC(C)(N3CCN(CC3)C)C)C)=O)C=C1 (S)-4-(4-Fluorobenzyl)-N-(5-methyl-7-(3-methyl-3-(4-methylpiperazin-1-yl)but-1-yn-1-yl)-4-oxo-2,3,4,5-tetrahydrobenzo[b][1,4]oxazepin-3-yl)-1H-pyrazol-1-carboxamid